C(=O)C=1C=C(C2=C(N=C(O2)C=2C(=C(C=CC2)C2=C(C(=CC=C2)NC=2C3=C(N=C(N2)C)C=C(C=N3)CN3C[C@@](CC3)(C)O)C)C)C1)C#N (S)-5-formyl-2-(3'-(7-((3-hydroxy-3-methylpyrrolidin-1-yl)methyl)-2-methylpyrido[3,2-d]pyrimidin-4-ylamino)-2,2'-dimethylbiphenyl-3-yl)benzo[d]oxazole-7-carbonitrile